2-[(1-{[4-(trifluoromethyl)phenyl]carbamoyl}-D-prolyl)amino]-5,6,7,8-tetrahydroquinoline-6-carboxylic acid FC(C1=CC=C(C=C1)NC(=O)N1[C@H](CCC1)C(=O)NC1=NC=2CCC(CC2C=C1)C(=O)O)(F)F